C1(=C(C=CC=C1)OC1=C(C=C(C(=C1Br)OC1=C(C=CC=C1)C1=CC=CC=C1)C1=CC=CC=C1)C1=CC=CC=C1)C1=CC=CC=C1 4',6'-bis([1,1'-biphenyl]-2-yloxy)-5'-bromo-1,1':3',1''-terphenyl